eicosanoic amide C(CCCCCCCCCCCCCCCCCCC)(=O)N